C(CCC)C=1N(C2=C(C(=NC=3C=CC=CC23)N)N1)CC1=CC=C(C=C1)CNCC1CC1 2-butyl-1-(4-(((cyclopropylmethyl)amino)methyl)benzyl)-1H-imidazo[4,5-c]quinolin-4-amine